(3'S)-3'-(1,3-dioxoisoindolin-2-yl)-6-(pyrimidin-4-ylamino)spiro[2H-imidazo[1,5-a]pyridine-3,1'-cyclohexane]-1,5-dione O=C1N(C(C2=CC=CC=C12)=O)[C@@H]1CC2(CCC1)NC(C=1N2C(C(=CC1)NC1=NC=NC=C1)=O)=O